C(C)(=O)N(C(=O)C1CCN(CCC1)C(=O)OC(C)(C)C)C tert-butyl 4-(acetyl(methyl)carbamoyl)azepane-1-carboxylate